2-[2-(dimethylamino)ethoxy]-N-ethyl-acetamide CN(CCOCC(=O)NCC)C